C1(CC1)C1=CN(C=2N=CN=C(C21)N2C[C@H](N(C[C@@H]2C)C(=O)OC(C)(C)C)C)C2=NC=CC(=C2)C#C tert-butyl (2R,5S)-4-(5-cyclopropyl-7-(4-ethynylpyridin-2-yl)-7H-pyrrolo[2,3-d]pyrimidin-4-yl)-2,5-dimethylpiperazine-1-carboxylate